(S)-6-(cyclopropylmethoxy)-N-(3-(1-((2-ethyl-2H-pyrazolo[3,4-b]pyrazin-6-yl)amino)ethyl)phenyl)-5-methylnicotinamide C1(CC1)COC1=NC=C(C(=O)NC2=CC(=CC=C2)[C@H](C)NC=2C=NC=3C(N2)=NN(C3)CC)C=C1C